C(C)C1=CC=C(C(=N1)C1=NC=2N(C=C1)N=C(C2)C(F)(F)F)S(=O)(=O)CC 5-(6-Ethyl-3-(ethylsulfonyl)pyridin-2-yl)-2-(trifluoromethyl)pyrazolo[1,5-a]pyrimidine